(4-CHLORO-3-FORMYL-BENZYL)-CARBAMIC ACID TERT-BUTYL ESTER C(C)(C)(C)OC(NCC1=CC(=C(C=C1)Cl)C=O)=O